ClC1=C(C=CC=C1)C1=C(C=CC(=C1)C(F)(F)F)S(=O)(=O)N1CC[C@](CCC1)(C(=O)OC)F methyl (R)-1-((2'-chloro-5-(trifluoromethyl)-[1,1'-biphenyl]-2-yl)sulfonyl)-4-fluoroazepane-4-carboxylate